4-(4-chloro-6-(ethyl-(isopropyl)amino)pyridinamido)benzoic acid ClC1=CC(=NC(=C1)N(C(C)C)CC)C(=O)NC1=CC=C(C(=O)O)C=C1